1-{8-[(S)-3-Acetylamino-3-(3-fluoro-phenyl)-propyl]-8-aza-bicyclo[3.2.1]oct-3-yl}-2-methyl-1,4,6,7-tetrahydro-imidazo[4,5-c]pyridine-5-carboxylic acid methyl ester COC(=O)N1CC2=C(CC1)N(C(=N2)C)C2CC1CCC(C2)N1CC[C@@H](C1=CC(=CC=C1)F)NC(C)=O